phenyl (4-(4-amino-1-(but-3-yn-1-yl)-1H-pyrazolo[3,4-d]pyrimidin-3-yl)-2-fluorophenyl)carbamate NC1=C2C(=NC=N1)N(N=C2C2=CC(=C(C=C2)NC(OC2=CC=CC=C2)=O)F)CCC#C